N1(C=NC=2C1=C1C(=NC2)NC=C1)[C@H]1C[C@H](C1)NS(=O)(=O)CCC N-(Cis-3-(imidazo[4,5-d]pyrrolo[2,3-b]pyridin-1(6H)-yl)cyclobutyl)propane-1-sulfonamide